N[C@H]1CN(CCC1)CC1=CC(=NC=C1)C(=O)NC1=CC=C(C=C1)C1=CC2=C(N=CN=C2N2CC(C2)O)N1 (R)-4-((3-aminopiperidin-1-yl)methyl)-N-(4-(4-(3-hydroxyazetidin-1-yl)-7H-pyrrolo[2,3-d]pyrimidin-6-yl)phenyl)picolinamide